(3S)-3-({5-[4-chloro-2-(trifluoromethyl)phenyl]-1-cyclopentyl-1H-pyrazol-3-yl}formamido)-5-(3,3-difluoropiperidin-1-yl)pentanoic acid ClC1=CC(=C(C=C1)C1=CC(=NN1C1CCCC1)C(=O)N[C@H](CC(=O)O)CCN1CC(CCC1)(F)F)C(F)(F)F